ClC1=NC(=CC(=N1)N1C[C@@]2(C([C@@]2(C1)C)CO)C)C(F)(F)F ((1R,5S,6S)-3-(2-chloro-6-(trifluoromethyl)pyrimidin-4-yl)-1,5-dimethyl-3-azabicyclo[3.1.0]hexane-6-yl)methanol